OC1=C(C(=O)OCC2=CC=C(C=C2)F)C=C(C=C1)O 4-fluorobenzyl 2,5-dihydroxybenzoate